tert-butyl 2-(4-((4-(4-(2-(((benzyloxy)carbonyl)amino)ethoxy)phenyl)piperidin-1-yl)sulfonyl)benzamido)acetate C(C1=CC=CC=C1)OC(=O)NCCOC1=CC=C(C=C1)C1CCN(CC1)S(=O)(=O)C1=CC=C(C(=O)NCC(=O)OC(C)(C)C)C=C1